2-(R)-Pyrrolidinepropanoic acid N1[C@H](CCC1)CCC(=O)O